ClC1=CC=C(C=C1)C=1C=C(C(N(N1)C=1C=NC=NC1)=O)C(=O)N[C@H](CO)C1CC1 6-(4-chlorophenyl)-N-[(1S)-1-cyclopropyl-2-hydroxyethyl]-3-oxo-2-(pyrimidin-5-yl)-2,3-dihydropyridazine-4-carboxamide